manganous malate C(C(O)CC(=O)[O-])(=O)[O-].[Mn+2]